1-(5-Chloro-1H-indol-3-yl)-3-(4-((4,4-difluoropiperidin-1-yl)methyl)-3-bromophenyl)urea ClC=1C=C2C(=CNC2=CC1)NC(=O)NC1=CC(=C(C=C1)CN1CCC(CC1)(F)F)Br